N-(2-cyanoethyl)-2-((3-(2,6-dioxopiperidin-3-yl)-1-methyl-1H-indazol-6-yl)oxy)-acetamide C(#N)CCNC(COC1=CC=C2C(=NN(C2=C1)C)C1C(NC(CC1)=O)=O)=O